O=C1[C@H]([C@@H](CC1)C(=O)OC(=O)[C@H]1[C@@H](C(CC1)=O)C\C=C\CC)C\C=C\CC (1R,2S)-3-oxo-2-((E)-pent-2-en-1-yl)cyclopentane-1-carboxylic acid anhydride